COC=1C=C2C(=CC=NC2=CC1OC)OC1=C(C=C(C=N1)NC(CC1=CC(=CC=C1)C(F)(F)F)=O)Cl N-(6-{[6,7-bis(methyloxy)quinolin-4-yl]oxy}-5-chloropyridin-3-yl)-2-[3-(trifluoromethyl)phenyl]acetamide